6-((2S,5R)-4-(bis(4-chlorophenyl)methyl)-5-ethyl-2-methylpiperazin-1-yl)-2-chloro-N4-(((S)-tetrahydrofuran-2-yl)methyl)pyrimidine-4,5-diamine ClC1=CC=C(C=C1)C(N1C[C@@H](N(C[C@H]1CC)C1=C(C(=NC(=N1)Cl)NC[C@H]1OCCC1)N)C)C1=CC=C(C=C1)Cl